tert-butyl (3R,4S)-4-((6-chloropyrazin-2-yl)oxy)-3-methylazepane-1-carboxylate ClC1=CN=CC(=N1)O[C@@H]1[C@@H](CN(CCC1)C(=O)OC(C)(C)C)C